OCCOC1=C(C=C(C=C1C)C1=NC2=CC(=CC(=C2C(N1)=O)OC)OC)C (4-(2-hydroxyethoxy)-3,5-dimethylphenyl)-5,7-dimethoxyquinazolin-4(3H)-one